1-tert-butyl 3-ethyl 1,2,3,4,7,8-hexahydroazocine-1,3-dicarboxylate N1(CC(CC=CCC1)C(=O)OCC)C(=O)OC(C)(C)C